2-(2-amino-ethyl)propylamine NCCC(CN)C